C(C)(C)(C)OC(=O)CCCCCCCCCCCCCCCOC=1C2=CC=CC=C2C(=C2C=CC=CC12)OCCCCCCCCCCCCCCCC(=O)OC(C)(C)C 9,10-bis(t-butoxycarbonylpentadecyloxy)anthracene